N(#N)=CC(CC[C@H](NC(=O)OCC=1OC(OC1C)=O)C(=O)OC(C)C)=O 1-Methylethyl 6-(1λ5-diazynylidene)-N-{[(5-methyl-2-oxo-1,3-dioxol-4-yl)methoxy]carbonyl}-5-oxo-L-norleucinate